(4S)-7-chloro-N-(2-fluoroethyl)-6-(3-fluoro-2-pyridinyl)-4-methyl-8-(trifluoromethyl)-4H-[1,2,4]triazolo[1,5-a][1,4]benzodiazepine-2-Carboxamide ClC1=C(C=CC2=C1C(=N[C@H](C=1N2N=C(N1)C(=O)NCCF)C)C1=NC=CC=C1F)C(F)(F)F